nitro-6-(trifluoromethyl)phenol [N+](=O)([O-])C1=C(C(=CC=C1)C(F)(F)F)O